3-(4-(5-(difluoromethyl)-1,3,4-oxadiazole-2-yl)-2-fluorobenzyl)-1-methyl-5-(pyridine-4-yl)-1,3-dihydro-2H-benzo[d]imidazole-2-one FC(C1=NN=C(O1)C1=CC(=C(CN2C(N(C3=C2C=C(C=C3)C3=CC=NC=C3)C)=O)C=C1)F)F